CC1=CC=CC(=N1)C1=C(N=CN1)C=1C=C2C=C(C=NC2=CC1)NC1CC(C1)C(=O)O (1s,3s)-3-((6-(5-(6-methylpyridin-2-yl)-1H-imidazol-4-yl)quinolin-3-yl)amino)cyclobutane-1-carboxylic acid